1-(3-fluoropyridin-4-yl)-5-(trifluoromethyl)-1H-pyrazole-4-carboxamide FC=1C=NC=CC1N1N=CC(=C1C(F)(F)F)C(=O)N